3-(phenylsulfonyl)-2',3,3',5',6,6'-hexahydro-7H-spiro[dipyrrolo[2,3-b:3',2'-d]pyridine-8,4'-pyran]-7-one C1(=CC=CC=C1)S(=O)(=O)N1C=CC=2C1=NC=C1C2C2(CCOCC2)C(N1)=O